OC1=C(C=C(CC2=C(C=C(OCC(=O)O)C=C2\C=C\C)C)C=C1)C(C)C (E)-2-(4-(4-hydroxy-3-isopropylbenzyl)-3-methyl-5-(prop-1-enyl)phenoxy)acetic acid